N-((1-fluorocyclobutyl)methyl)-5-(imidazo[1,2-a]pyrimidin-6-yl)-7H-pyrrolo[2,3-d]pyrimidin-2-amine FC1(CCC1)CNC=1N=CC2=C(N1)NC=C2C=2C=NC=1N(C2)C=CN1